3-(2-(dimethylamino)ethyl)-1H-indol-4-yl 4-bromobenzoate BrC1=CC=C(C(=O)OC2=C3C(=CNC3=CC=C2)CCN(C)C)C=C1